FC1=CC=C(OC2=CC=C(C=C2)C2=CC(=CC(=N2)C(=O)N)N2CCNCC2)C=C1 6-(4-(4-fluorophenoxy)phenyl)-4-(piperazin-1-yl)picolinamide